CN1CCN(CC1)CCCS(=O)(=O)NC1=CC=CC=C1 3-(4-methylpiperazin-1-yl)-N-phenylpropane-1-sulfonamide